CN(C1CN(C1)C1=NC=2C[C@@H](CCC2C(=N1)N1C[C@@H](N(CC1)C(\C=C\COC)=O)CC#N)N1CCCC2=CC=C(C=C12)F)C 2-((S)-4-((R)-2-(3-(Dimethylamino)azetidin-1-yl)-7-(7-fluoro-3,4-dihydroquinolin-1(2H)-yl)-5,6,7,8-tetrahydroquinazolin-4-yl)-1-((E)-4-methoxybut-2-enoyl)piperazin-2-yl)acetonitrile